5-methyl-6-(2-methylthiazol-5-yl)-2-phenylpyridin-3-amine CC=1C=C(C(=NC1C1=CN=C(S1)C)C1=CC=CC=C1)N